4-(2,4-difluorophenyl)-N-phenylthiazol-2-amine FC1=C(C=CC(=C1)F)C=1N=C(SC1)NC1=CC=CC=C1